5-(2-chloro-3-fluoro-phenyl)-3-methyl-1-{2-oxo-2-[4-(2-oxo-1,2,4,5-tetrahydro-benzo[d][1,3]diazepin-3-yl)-piperidin-1-yl]-ethyl}-1H-pyrimidin-2,4-dion ClC1=C(C=CC=C1F)C=1C(N(C(N(C1)CC(N1CCC(CC1)N1C(NC2=C(CC1)C=CC=C2)=O)=O)=O)C)=O